FCC([C@H](CC(=O)OCCC(C)C)NC(=O)[C@@]1(CC(=NO1)C1=NC=CC2=CC=CC=C12)C(C)C)=O isopentyl (S)-5-fluoro-3-((R)-5-isopropyl-3-(isoquinolin-1-yl)-4,5-dihydroisoxazole-5-carboxamido)-4-oxopentanoate